4-([[(2S)-1,4-dioxane-2-yl]methyl]amino)-3-nitrobenzene-1-sulfonamide O1[C@H](COCC1)CNC1=C(C=C(C=C1)S(=O)(=O)N)[N+](=O)[O-]